COC(=O)[C@@H]1[C@H]2C([C@H]2CN1C(=O)OC(C)(C)C)(C)C N-Boc-(1R,2S,5S)-6,6-dimethyl-3-azabicyclo[3.1.0]hexane-2-carboxylic acid methyl ester